N'-acetyl-4-amino-N-(2-chloro-4,5-difluorobenzyl)-N',1-dimethyl-1H-pyrazolo[4,3-c]quinoline-8-carbohydrazide C(C)(=O)N(N(C(=O)C1=CC=2C3=C(C(=NC2C=C1)N)C=NN3C)CC3=C(C=C(C(=C3)F)F)Cl)C